NC1=NC=2C=C(C(=CC2C2=C1COC2)C(=O)N2[C@H](CC[C@@H](C2)C)C2=CC1=C(N=CS1)C=C2)F (4-Amino-7-fluoro-1,3-dihydrofuro[3,4-c]quinolin-8-yl)((2r,5s)-2-(benzo[d]thiazol-6-yl)-5-methylpiperidin-1-yl)methanone